FC1=C(C=CC(=C1)O)C1=NC=CC(=C1)C1=CC=2C(NCCC2N1)=O 2-(2-(2-fluoro-4-hydroxyphenyl)pyridin-4-yl)-6,7-dihydro-1H-pyrrolo[3,2-c]pyridin-4(5H)-one